N-(2-(2-(2-hydroxyethoxy)ethoxy)ethyl)-2,3,5-triiodobenzamide OCCOCCOCCNC(C1=C(C(=CC(=C1)I)I)I)=O